3-Methoxy-4-((3-methoxycyclopentyl)amino)-N-(5-(5-methyl-1H-pyrazol-1-yl)-1,3,4-thiadiazol-2-yl)-2-oxo-2H-pyran-6-carboxamide COC=1C(OC(=CC1NC1CC(CC1)OC)C(=O)NC=1SC(=NN1)N1N=CC=C1C)=O